FC(OC=1C=C(C=CC1C1N(C(CC2=C1NC1=CC=CC=C21)C)CC(F)(F)F)NC2C(CN(C2)CCCF)O)F 4-((3-(Difluoromethoxy)-4-(3-methyl-2-(2,2,2-trifluoroethyl)-2,3,4,9-tetrahydro-1H-Pyrido[3,4-b]indol-1-yl)phenyl)amino)-1-(3-fluoropropyl)pyrrolidin-3-ol